6-Bromo-1-ethyl-7-(trifluoromethoxy)-1H-indazole BrC1=CC=C2C=NN(C2=C1OC(F)(F)F)CC